O=C(C(=O)N)N1[C@H](CC([C@@H](C1)C)(F)F)C1=CC=CC=C1 |r| 2-oxo-2-[rac-(2R,5R)-4,4-difluoro-5-methyl-2-phenyl-1-piperidyl]acetamide